6-amino-2,5-dichloro-pyrimidine-4-carboxylate NC1=C(C(=NC(=N1)Cl)C(=O)[O-])Cl